oleamidopropyl-dimethylethyl-ammonium ethylsulfate C(C)OS(=O)(=O)[O-].C(CCCCCCC\C=C/CCCCCCCC)(=O)NCCC[N+](CC)(C)C